(2-(benzyloxy)-5-bromo-3-fluorophenyl)methanol C(C1=CC=CC=C1)OC1=C(C=C(C=C1F)Br)CO